ClC=1C(N(C(=C(C1)C1=C(N=CO1)C)C1=C(C=CC=C1F)F)CC)=O 3-chloro-6-(2,6-difluorophenyl)-1-ethyl-5-(4-methyl-oxazol-5-yl)pyridin-2(1H)-one